S(=O)(=O)(ON1[C@@H]2CC[C@H](N(C1=O)C2)C(NCC2SCCCN2)=N)O (2S,5R)-2-(N-((1,3-Thiazinan-2-yl) methyl) carbamimidoyl)-7-oxo-1,6-diazabicyclo[3.2.1]octan-6-yl hydrogen sulfate